2-methylbenzo[d]thiazole-6-carboxamide CC=1SC2=C(N1)C=CC(=C2)C(=O)N